BrC1=CC(=C(C=C1)N1C[C@@H](O[C@@H](C1)C)C)F (2S,6R)-4-(4-bromo-2-fluorophenyl)-2,6-dimethylmorpholine